(1S)-4',5'-dihydrospiro[cyclohexane-1,6'-indolo[3,2,1-de][1,5]naphthyridin] C1=CN=C2CCC3(N4C2=C1C=1C=CC=CC14)CCCCC3